OC1=C(C=CC=C1)C=NCCN=CC1=C(C=CC=C1)O N,N'-bis[(2-hydroxyphenyl)-methylene]-1,2-diaminoethane